6-Chloro-2-(4-{4-[(3,5-dimethylisoxazol-4-yl)methyl]piperazin-1-yl}phenyl)-N-(1-methylpiperidin-4-yl)-3H-imidazo[4,5-b]pyridin-7-amine ClC=1C(=C2C(=NC1)NC(=N2)C2=CC=C(C=C2)N2CCN(CC2)CC=2C(=NOC2C)C)NC2CCN(CC2)C